NC=1C(=C(C=C2C=C(N=CC12)NC(C1=CC=C(C=C1)N1CCN(CC1)C)=O)C=1N(C=CC1)C#C)F N-(8-amino-6-(1-ethynyl-1H-pyrrole-2-yl)-7-fluoroisoquinolin-3-yl)-4-(4-methylpiperazin-1-yl)benzamide